C[C@H]1/C=C/C=C(\\C(=O)NC2=C(C(=C3C(=C2O)C(=C(C4=C3C(=O)[C@](O4)(O/C=C/[C@@H]([C@H]([C@H]([C@@H]([C@@H]([C@@H]([C@H]1OP(=O)([O-])[O-])C)O)C)OC(=O)C)C)OC)C)C)[O-])O)/C=N/N5CC[NH+](CC5)C)/C The molecule is an organophosphate oxoanion obtained by deprotonation of the phosphate and 5-hydroxy groups as well as protonation of the tertiary amino group of 21-phosphorifampicin. It is the major species at pH 7.3 (according to Marvin v 6.2.0.). It derives from a rifampicin zwitterion. It is a conjugate base of a 21-phosphorifampicin.